ClC=1C=C2C(=NC1)C(=CO2)C=2C=C(C=CC2)NC(=O)N 1-(3-(6-chlorofuro[3,2-b]pyridin-3-yl)phenyl)urea